C(C)NC1=C(C(=O)NC=2SC(=CN2)[N+](=O)[O-])C(=CC=C1)C (ethylamino)-6-methyl-N-(5-nitrothiazol-2-yl)benzamide